(2R,4R)-2-methyltetrahydro-2H-pyran C[C@H]1OCCCC1